C(C)(=O)C1=C(C=CC=C1)OC(=O)N1CCN(CC1)C(=S)SCC(=O)OC 2-acetylphenyl-4-(((2-methoxy-2-oxoethyl)thio)carbonothioyl)piperazine-1-carboxylate